The molecule is a fluorinated steroid that is pregn-4-ene substituted by a fluoro group at position 2, a methyl group at position 2 and oxo groups at positions 3, 11 and 20. It is a 3-oxo-Delta(4) steroid, an 11-oxo steroid, a 20-oxo steroid and a fluorinated steroid. It derives from a progesterone. It derives from a hydride of a pregnane. C[C@@H]1C[C@]2(C(=CC1=O)CC[C@@H]3[C@@]2(C(=O)C[C@]4([C@H]3CC[C@@H]4C(=O)C)C)F)C